Adrenaline-d3 [2H]C([2H])([2H])NCC(C1=CC(=C(C=C1)O)O)O